C(C)OC(=O)C=1N=C(SC1C(C)=O)N acetyl-2-aminothiazole-4-carboxylic acid ethyl ester